[C@@H]([C@@H]([C@H](C(=O)O)O)O)([C@H](C(=O)O)O)O The molecule is altraric acid of L-configuration. It has a role as a bacterial metabolite. It is a conjugate acid of a L-altrarate(1-). It is an enantiomer of a D-altraric acid.